5-(3,4-difluorophenoxy)-2-(1,3,4-oxadiazol-2-yl)aniline FC=1C=C(OC=2C=CC(=C(N)C2)C=2OC=NN2)C=CC1F